2-chloro-4-trifluoromethyl-6-cyano-quinoline ClC1=NC2=CC=C(C=C2C(=C1)C(F)(F)F)C#N